BrC=1C(=CC(=NC1)Cl)OC(CCO[Si](C)(C)C(C)(C)C)C 3-[(5-bromo-2-chloro-4-pyridinyl)oxy]Butoxy-tert-butyl-dimethyl-silane